3-(fluoromethyl)-2-methylazetidine FCC1C(NC1)C